NC[C@H](C(=O)N1CC2=NN(C=C2C1)C=1C2=C(N=CN1)NC(C2(C)C)=O)C2=CC=C(C=C2)Cl (R)-4-(5-(3-amino-2-(4-chlorophenyl)propionyl)-5,6-dihydropyrrolo[3,4-c]pyrazol-2(4H)-yl)-5,5-dimethyl-5,7-dihydro-6H-pyrrolo[2,3-d]pyrimidin-6-one